(3-(4-(4-(2-(dimethoxyphosphoryl)-2-hydroxyethoxy)phenyl)-1H-pyrazol-1-yl)propyl)carbamic acid tert-butyl ester C(C)(C)(C)OC(NCCCN1N=CC(=C1)C1=CC=C(C=C1)OCC(O)P(=O)(OC)OC)=O